3-pentyl-6a,7,8,10a-tetrahydro-6H-benzo[c]chromen C(CCCC)C1=CC=C2C3C(COC2=C1)CCC=C3